N-(2-cyano-4-(trifluoromethyl)phenyl)-1-(4-iodo-1H-pyrazol-1-yl)cyclopropane-1-carboxamide C(#N)C1=C(C=CC(=C1)C(F)(F)F)NC(=O)C1(CC1)N1N=CC(=C1)I